2-((4-fluorophenyl)sulfonylamino)-N-(4-phenylthiazol-2-yl)benzamide FC1=CC=C(C=C1)S(=O)(=O)NC1=C(C(=O)NC=2SC=C(N2)C2=CC=CC=C2)C=CC=C1